1-Bromo-2-methylbutane BrCC(CC)C